3-ethoxy-4-methoxy-5-methylthio-phenethylamine C(C)OC=1C=C(CCN)C=C(C1OC)SC